1,4-diazabicyclo[2.2.2]octane tetrafluoroborate F[B-](F)(F)F.N12CCN(CC1)CC2